[(1R)-1-[(3aR,5S,6R,6aR)-6-benzyloxy-2,2-dimethyl-3a,5,6,6a-tetrahydrofuro-[2,3-d][1,3]dioxol-5-yl]-2-[tert-butyl(dimethyl)silyl]oxy-ethyl] 4-methylbenzenesulfonate CC1=CC=C(C=C1)S(=O)(=O)O[C@H](CO[Si](C)(C)C(C)(C)C)[C@@H]1[C@H]([C@@H]2[C@@H](OC(O2)(C)C)O1)OCC1=CC=CC=C1